C1(CCCCC1)CO[C@@H]([C@@H](COC(F)(F)F)NC(OC(C)(C)C)=O)C tert-butyl ((2R,3R)-3-(cyclohexylmethoxy)-1-(trifluoromethoxy)butan-2-yl)carbamate